The molecule is a dicarboxylic acid anion obtained by deprotonation of both carboxy groups of gibberellin A17. It is a dicarboxylic acid dianion and a gibberellin carboxylic acid anion. It is a conjugate base of a gibberellin A17. C[C@]1(CCC[C@@]2([C@@H]1[C@@H]([C@]34[C@H]2CC[C@](C3)(C(=C)C4)O)C(=O)[O-])C(=O)[O-])C(=O)[O-]